C(C)(C)(C)OC(NCCC1=CN(C2=CC(=CC=C12)C#N)CC=1N=CN(C1)C)=O (2-(6-cyano-1-((1-methyl-1H-imidazol-4-yl)methyl)-1H-indol-3-yl)ethyl)carbamic acid tert-butyl ester